C(=O)(O)C1=CC=CC(=N1)CN [6-(carboxyl)pyridin-2-yl]methylamine